ClC=1C=C(C=NC1OC1=CC=NC2=CC(=C(C=C12)C(NC)=O)OC)NC(=O)C1(CC1)C(=O)NC1=CC=C(C=C1)F l-N'-[5-chloro-6-[7-methoxy-6-(methylcarbamoyl)quinolin-4-yl]oxypyridin-3-yl]-1-N-(4-fluorophenyl)cyclopropane-1,1-dicarboxamide